NC1=C(C(=NN1C(C)C)C(=O)NC=1C(=NC=C(C1)NC(CC1=CC=CC2=CC=CC=C12)=O)F)C(=O)N 5-amino-N3-(2-fluoro-5-(2-(naphthalen-1-yl)acetamido)pyridin-3-yl)-1-isopropyl-1H-pyrazole-3,4-dicarboxamide